O1C=NC2=C1C=C(C=C2)OC2=CC(=C(C=C2C)NC2=NC=NC1=CC(=C(C=C21)NC(/C(=C\[C@@H]2N(CCC2)C)/F)=O)OC)OC (R,E)-N-(4-((4-(benzo[d]oxazol-6-yloxy)-2-methoxy-5-methylphenyl)amino)-7-methoxyquinazoline-6-yl)-2-fluoro-3-(1-methylpyrrolidin-2-yl)acrylamide